4-bromophenyl (S)-4-amino-2-methylbutanoate NCC[C@@H](C(=O)OC1=CC=C(C=C1)Br)C